Cl.NC/C(/CN1N=CN(C1=O)CC=1SC(=CC1)C1=CC2=C(N(CCO2)C)C=C1)=C\F 2-[(2E)-2-(aminomethyl)-3-fluoroprop-2-en-1-yl]-4-[5-(4-methyl-3,4-dihydro-2H-1,4-benzoxazin-7-yl)thiophen-2-yl]methyl-2,4-dihydro-3H-1,2,4-triazol-3-one hydrochloride